CC=1C(=C(C=CC1)OB(O)O)C (dimethylbenzenyl)boric acid